20-Amino-6,18-bis(trifluoromethyl)-22,23-dioxa-3,4,14,15,21-pentaazatetracyclo[15.3.1.12,5.113,16]tricosa-1(21),2,4,13,15,17,19-heptaen-6-ol NC1=CC(=C2C3=NN=C(CCCCCCC(C4=NN=C(C1=N2)O4)(O)C(F)(F)F)O3)C(F)(F)F